COC(=O)C1=NC(=C(C=C1)[N+](=O)[O-])NCC=1OC=CN1 6-[(1,3-oxazol-2-ylmethyl)amino]-5-nitropyridine-2-carboxylic acid methyl ester